(S)-3-(5-chloro-2-methylphenyl)-3-(4-isopropylpiperazin-1-yl)-N-methylpropan-1-amine ClC=1C=CC(=C(C1)[C@H](CCNC)N1CCN(CC1)C(C)C)C